6-{[1-(L-alanyl-L-alanyl)azetidin-3-yl]oxy}-3-(2-boronoethyl)-2-hydroxybenzoic acid N[C@@H](C)C(=O)N[C@@H](C)C(=O)N1CC(C1)OC1=CC=C(C(=C1C(=O)O)O)CCB(O)O